C(C1CO1)OC(CCCCCCCC)=O.C(C1=CC=CC=C1)N1C=NN(C1=O)C1CC(NCC1)=O 4-(4-Benzyl-5-oxo-4,5-dihydro-1H-1,2,4-triazol-1-yl)piperidin-2-one glycidyl-pelargonate